(R,S)-4-((3-Cyanophenyl)((8-methyl-4-oxochroman-7-yl)oxy)methyl)benzamide C(#N)C=1C=C(C=CC1)[C@@H](C1=CC=C(C(=O)N)C=C1)OC1=CC=C2C(CCOC2=C1C)=O